N-(4-(6-fluoro-3,4-dihydroisoquinolin-2(1H)-yl)-2-(furan-3-yl)-6-methylphenyl)-3,3-dimethylbutyramide FC=1C=C2CCN(CC2=CC1)C1=CC(=C(C(=C1)C)NC(CC(C)(C)C)=O)C1=COC=C1